(S)-6,7-dichloro-3-methyl-2-(1-(2-(pyrrolidin-1-yl)ethyl)piperidin-3-yl)quinazolin-4(3H)-one ClC=1C=C2C(N(C(=NC2=CC1Cl)[C@@H]1CN(CCC1)CCN1CCCC1)C)=O